tert-butyl 4-[8-[2-(2-hydroxyethoxy)ethyl]-2-methylsulfonyl-7-oxo-pyrido[2,3-d]pyrimidin-6-yl]-8-methyl-2,3-dihydroquinoxaline-1-carboxylate OCCOCCN1C(C(=CC2=C1N=C(N=C2)S(=O)(=O)C)N2CCN(C1=C(C=CC=C21)C)C(=O)OC(C)(C)C)=O